2-(2-fluoro-4-(2-oxo-2-((1-(5-(trifluoromethyl)pyridin-2-yl)-1H-pyrazol-3-yl)amino)ethyl)phenoxy)nicotinamide FC1=C(OC2=C(C(=O)N)C=CC=N2)C=CC(=C1)CC(NC1=NN(C=C1)C1=NC=C(C=C1)C(F)(F)F)=O